(1R,2S)-2-{3-[(5-ethoxy-2-methylpyrimidin-4-yl)amino]-1H-indazol-6-yl}-5'-[(2H3)methyloxy]spiro[cyclopropane-1,3'-indol]-2'(1'H)-one C(C)OC=1C(=NC(=NC1)C)NC1=NNC2=CC(=CC=C12)[C@@H]1C[C@@]12C(NC1=CC=C(C=C21)OC([2H])([2H])[2H])=O